(1R,4R)-2-oxa-5-aza-bicyclo[2.2.1]heptane hydrochloride Cl.[C@H]12OC[C@H](NC1)C2